CN1N=CC=C1C=1C=C2C=CN(C(C2=CC1)=O)CC=1C=C(C(=O)NC=2C=C3CCNCC3=CC2)C=CC1 3-((6-(1-Methyl-1H-pyrazol-5-yl)-1-oxoisoquinolin-2(1H)-yl)methyl)-N-(1,2,3,4-tetrahydroisoquinolin-6-yl)benzamide